4,5-dimethoxybenzoate dihydrochloride Cl.Cl.COC1=CC=C(C(=O)O)C=C1OC